tert-butyl (S)-3-((6,7-dimethoxyquinolin-4-yl)oxy)pyrrolidine-1-carboxylate COC=1C=C2C(=CC=NC2=CC1OC)O[C@@H]1CN(CC1)C(=O)OC(C)(C)C